20-oxo-eicosane O=CCCCCCCCCCCCCCCCCCCC